ClC=1C=C(C=CC1)C(CN(C)C)N1C(C=C(C=C1C)C1=CNC2=NC=C(C=C21)N2CCOCC2)=O 1-(1-(3-chlorophenyl)-2-(dimethylamino)ethyl)-6-methyl-4-(5-morpholino-1H-pyrrolo[2,3-b]pyridin-3-yl)pyridin-2(1H)-one